COCOC1=C(C=CC=C1)C1=CC(=C(N=N1)N)N1CC2CCC(C1)N2C2=CC(=NC=C2)C#CCN2CCCC2 6-(2-(methoxymethoxy)phenyl)-4-(8-(2-(3-(pyrrolidin-1-yl)prop-1-yn-1-yl)pyridin-4-yl)-3,8-diazabicyclo[3.2.1]octan-3-yl)pyridazin-3-amine